C(=C)C1(CCCCC1)O 1-vinyl-cyclohexanol